tert-butyl (1-{4-[2-(2-aminopyridin-3-yl)-5-chloro-3H-imidazo[4,5-b]pyridin-3-yl]phenyl}cyclobutyl)carbamate NC1=NC=CC=C1C1=NC=2C(=NC(=CC2)Cl)N1C1=CC=C(C=C1)C1(CCC1)NC(OC(C)(C)C)=O